C(CCC)[C@@]1(CS(C2=C(N(C1)C1=CC=CC=C1)C=C(C(=C2)O\C=C(\C(=O)[O-])/F)N(C)C)(=O)=O)CC (S)-(Z)-3-((3-butyl-7-(dimethylamino)-3-ethyl-1,1-dioxido-5-phenyl-2,3,4,5-tetrahydro-1,5-benzothiazepin-8-yl) oxy)-2-fluoroacrylate